ClC1=C(C=CC=C1)B(O)O (2-chlorophenyl)boronic acid